[Cl-].C(C)[N+]1=C(C=CC=C1)C=C1SC(C(N1CC)=O)=C1SC2=C(N1C)C=CC=C2 1-ethyl-2-[[3-ethyl-5-(3-methyl-2(3H)-benzothiazolylidene)-4-oxo-2-thiazolidinylidene]-methyl]-pyridinium chloride